C(=O)C1=C(C(=CC(=C1)C(C)(C)C)C=O)O 2,6-diformyl-4-tert-butyl-phenol